C(C1=CC=CC=C1)[C@@]1(N(CCC1)C1=CC(=CC(N1)=O)N1CCOCC1)COC 6-[(2R)-2-Benzyl-2-(methoxymethyl)pyrrolidin-1-yl]-4-morpholino-1H-pyridin-2-one